(3aR,6S,7aS)-3a,4,5,6,7,7a-hexahydro-1H-4,7-methanoinden-6-yl 2,2-dimethylpropanoate CC(C(=O)O[C@H]1CC2[C@@H]3C=CC[C@@H]3C1C2)(C)C